C(C)(=O)NC1=C(C2=C(S1)CC(CC2)(C2=CC=CC=C2)CC#N)C(=O)OCC Ethyl 2-acetamido-6-(cyanomethyl)-6-phenyl-4,5,6,7-tetrahydrobenzo[b]thiophene-3-carboxylate